N-(2-methyl-5-(4-(4-((5-(trifluoromethyl)pyridin-2-yl)oxy)phenyl)piperidine-1-carbonyl)phenyl)-1-phenylmethanesulfonamide CC1=C(C=C(C=C1)C(=O)N1CCC(CC1)C1=CC=C(C=C1)OC1=NC=C(C=C1)C(F)(F)F)NS(=O)(=O)CC1=CC=CC=C1